N-(3,5-bis(trifluoromethyl)benzyl)-3-(8-methyl-4-oxo-4,5-dihydro-3H-pyrimido[5,4-b]indol-3-yl)propionamide FC(C=1C=C(CNC(CCN2C=NC3=C(NC=4C=CC(=CC34)C)C2=O)=O)C=C(C1)C(F)(F)F)(F)F